N1N=C(C=C1)OC=1N(C2=C(C=NC(=C2)C2=NNC=N2)N1)[C@H]1C[C@H](CCC1)N (1S,3R)-3-(2-((1H-pyrazol-3-yl)oxy)-6-(1H-1,2,4-triazol-3-yl)-1H-imidazo[4,5-c]pyridin-1-yl)cyclohexan-1-amine